tert-Butyl N-[(Z)-4-(4-bromo-6-fluoro-benzimidazol-1-yl)-3-fluoro-but-2-enyl]carbamate BrC1=CC(=CC=2N(C=NC21)C/C(=C/CNC(OC(C)(C)C)=O)/F)F